O=C1NC(CCC1C1=NN(C2=CC(=CC=C12)C1C(CN(CC1)C(=O)OC(C)(C)C)(F)F)C(C)C)=O tert-butyl 4-[3-(2,6-dioxo-3-piperidyl)-1-isopropyl-indazol-6-yl]-3,3-difluoro-piperidine-1-carboxylate